benzyl (R)-(2-amino-2-oxo-1-phenylethyl)carbamate NC([C@@H](C1=CC=CC=C1)NC(OCC1=CC=CC=C1)=O)=O